S(=O)(=O)(O)[Se]S(=O)(=O)O.[Na] sodium sulfoselenide